9-(4-chloro-2-methyl-2H-indazol-5-yl)-7H-imidazo[1,2-c]pyrrolo[3,2-e]pyrimidine ClC=1C2=CN(N=C2C=CC1C1=CNC2=C1C=1N(C=N2)C=CN1)C